Cl.FC1=C(C=C(C=C1)NC(=O)C=1N(C=C2C1OC[C@H]1[C@H](NS2(=O)=O)CNCC1)C)C trans-N-(4-fluoro-3-methylphenyl)-2-methyl-5,5a,6,7,8,9,9a,10-octahydro-2H-pyrido[3,4-f]pyrrolo[3,4-b][1,4,5]oxathiazocine-1-carboxamide 4,4-dioxide hydrochloride